C(#N)C1=C(C=CC(=N1)C(=O)NC)N1[C@@H](CN(CC1)CC=1C=NC=2C=C(C(NC2C1)=O)CC)C 6-cyano-5-[(2R)-4-[(7-ethyl-6-oxo-5H-1,5-naphthyridin-3-yl)methyl]-2-methylpiperazin-1-yl]-N-methylpyridine-2-carboxamide